({1-[4-chloro-3-(trifluoromethyl)phenyl]pyrrolidin-3-yl}thio)acetic acid ClC1=C(C=C(C=C1)N1CC(CC1)SCC(=O)O)C(F)(F)F